C(C)(C)(C)OC(=O)NCCCOC1=C(C=C(C(=O)OCCCNC(=O)OC(C)(C)C)C=C1C)C 3-((tertbutoxy carbonyl)amino)propyl 4-(3-((tert-butoxycarbonyl)amino)propoxy)-3,5-dimethylbenzoate